CN1C(CNCC1)CO 1-methylpiperazin-2-yl-methanol